N=1C=NN2C1C=CC(=C2)C2=CNC=1N=C(N=CC12)NCC(F)(F)F 5-([1,2,4]triazolo[1,5-a]pyridin-6-yl)-N-(2,2,2-trifluoroethyl)-7H-pyrrolo[2,3-d]pyrimidin-2-amine